O=CCCC(=O)C1N(CCOC1)N 4-oxo-butyryl-morpholinamine